C(C)OC1=C(C=CC(=C1)C1=NN=CN1C)NC=O N-(2-ethoxy-4-(4-methyl-4H-1,2,4-triazol-3-yl)phenyl)carboxamide